OC1C(CCC(C1O)C(C)C)C 2,3-Dihydroxy-p-menthan